(S)-[(tert-Butoxycarbonyl)amino](4-fluorophenyl)acetic acid C(C)(C)(C)OC(=O)N[C@H](C(=O)O)C1=CC=C(C=C1)F